Octyl palmitate (2-ethylhexyl palmitate) C(C)C(CC(C(=O)O)CCCCCCCCCCCCCC)CCCC.C(CCCCCCCCCCCCCCC)(=O)OCCCCCCCC